O(C)C=1C=CC(=C(C1)NS(=O)(=O)C)OC1=CC=CC=C1 N-(5-methoxyl-2-phenoxyphenyl)methanesulfonamide